(2-METHOXYPHENYL)ACETALDEHYDE COC1=C(C=CC=C1)CC=O